5-[(4R,9aS)-4-methyl-8-[2-[6-[(3S)-3-methylpiperazin-1-yl]-2-pyridyl]ethyl]-3,4,6,7,9,9a-hexahydro-1H-pyrazino[1,2-a]pyrazin-2-yl]quinoline-8-carbonitrile C[C@@H]1CN(C[C@H]2N1CCN(C2)CCC2=NC(=CC=C2)N2C[C@@H](NCC2)C)C2=C1C=CC=NC1=C(C=C2)C#N